(3-(1,2,4-oxadiazol-3-yl)-4-(prop-2-yn-1-ylamino)phenyl)dimethylphosphine oxide O1N=C(N=C1)C=1C=C(C=CC1NCC#C)P(C)(C)=O